FC1(CC(CCC1)N(C1=CC=CC=C1)C(CC1(CCN(CC1)C(N(C)C1=CC=C(C=C1)F)=O)C(=O)O)=O)F 4-[2-(N-(3,3-difluorocyclohexyl)anilino)-2-oxo-ethyl]-1-[(4-fluorophenyl)-methyl-carbamoyl]piperidine-4-carboxylic acid